N1C(=CC2=CC=CC=C12)C1=C(C(=O)NC1=O)C=1NC2=CC=CC=C2C1 bisindolyl-maleimide